tert-butyl 4-[(4-oxocyclohexyl)methyl]piperazine-1-carboxylate O=C1CCC(CC1)CN1CCN(CC1)C(=O)OC(C)(C)C